C(C)(C)(C)OC(=O)N1C[C@H](CC1)[C@@H](C(=O)OC(C)(C)C)CC1=CC(=CC=C1)C(CCl)=O (R)-3-((S)-1-(tert-butoxy)-3-(3-(2-chloroacetyl)phenyl)-1-oxopropane-2-yl)pyrrolidine-1-carboxylic acid tert-butyl ester